tert-butyl-{4-cyano-6-[(3-methoxyphenyl) amino] pyrimidin-2-yl}-5-amino-1H-pyrazole-4-carboxylate C(C)(C)(C)OC(=O)C=1C=NN(C1N)C1=NC(=CC(=N1)C#N)NC1=CC(=CC=C1)OC